FC([C@H]1N(CCC1)C#N)(F)F (2S)-2-(trifluoromethyl)tetrahydropyrrole-1-carbonitrile